tert-butyl (3R)-3-[6-(2-cyano-3,6-difluoro-phenoxy)-4-oxo-quinazolin-3-yl]-8-azaspiro[4.5]decane-8-carboxylate C(#N)C1=C(OC=2C=C3C(N(C=NC3=CC2)[C@@H]2CCC3(C2)CCN(CC3)C(=O)OC(C)(C)C)=O)C(=CC=C1F)F